4-(4-((3-Ethyl-9-fluoro-2-oxo-2,3-dihydro-1H-pyrimido[4,5,6-de]quinazolin-8-yl)methyl)piperazin-1-yl)-3-methylbenzoic acid C(C)N1C(NC2=C(C(=CC=3C2=C1N=CN3)CN3CCN(CC3)C3=C(C=C(C(=O)O)C=C3)C)F)=O